dimethyl 3,4-dibromothiophene-2,5-dicarboxylate BrC1=C(SC(=C1Br)C(=O)OC)C(=O)OC